4-[[5-(4-hydroxy-1-piperidyl)-2-pyridyl]amino]-2-[(3-methyl-oxetan-3-yl)methyl]-6H-1,6-naphthyridin-5-one OC1CCN(CC1)C=1C=CC(=NC1)NC1=CC(=NC=2C=CNC(C12)=O)CC1(COC1)C